C(C=C)(=O)N1[C@H](CN(CC1)C1=NC(=NC2=CC(=CC=C12)C1=CC=CC=2C=CSC21)OC[C@H]2N(CCC2)C)CC#N 2-((S)-1-acryloyl-4-(7-(benzothien-7-yl)-2-(((S)-1-methylpyrrolidin-2-yl)methoxy)quinazolin-4-yl)piperazin-2-yl)acetonitrile